FC([C@H](C)C1=CC(=NC=C1)C(=O)NC1=CC(=C(C=C1)C)C=1C=NC2=CC(=NC=C2C1)NC)F (R)-4-(1,1-difluoropropan-2-yl)-N-(4-methyl-3-(7-(methylamino)-1,6-naphthyridin-3-yl)phenyl)picolinamide